(4-bromothiophene-2-yl)boronic acid BrC=1C=C(SC1)B(O)O